1-((5-(5-(difluoromethyl)-1,3,4-oxadiazol-2-yl)pyridin-2-yl)methyl)-6-fluoro-5-(4-methylpiperazin-1-yl)-3-(pyridin-3-yl)-1,3-dihydro-2H-benzo[d]imidazol-2-one FC(C1=NN=C(O1)C=1C=CC(=NC1)CN1C(N(C2=C1C=C(C(=C2)N2CCN(CC2)C)F)C=2C=NC=CC2)=O)F